FC=1C=C(C=NC1)OCCN(CC[C@@H](C(=O)O)NC1=NC=C(N=C1)C1=CC=CC=C1)CCCCC1=NC=2NCCCC2C=C1 (S)-4-((2-((5-fluoropyridin-3-yl)oxy)ethyl)(4-(5,6,7,8-tetrahydro-1,8-naphthyridin-2-yl)butyl)amino)-2-((5-phenylpyrazin-2-yl)amino)butanoic acid